C(C1=CC=CC=C1)OCCC(C#C)=O 5-(benzyloxy)pent-1-yn-3-one